C1(C=CCC=CCCC=CCC1)C(=O)C1C=CCC=CCCC=CCC1 2,5,9-cyclododecatrienylketone